ClC1=C(C=CC=C1C1=NC=CC(=C1Cl)C1=NC(=C(C=C1)CNCC1NC(CC1)=O)OC)NC1=NC=CC(=C1F)CN1CC(C1)C(=O)O 1-((2-((2-chloro-3-(3'-chloro-6-methoxy-5-((((5-oxopyrrolidin-2-yl)methyl)amino)methyl)-[2,4'-bipyridin]-2'-yl)phenyl)amino)-3-fluoropyridin-4-yl)methyl)azetidine-3-carboxylic acid